ethyl (3Z)-4-(3,4-difluorophenyl)-4-hydroxy-2-oxobutenoate FC=1C=C(C=CC1F)/C(=C/C(C(=O)OCC)=O)/O